tert-butyl (S)-8-(((2S,3R)-3-(cyclohexylmethoxy)-1-((S)-3-(methoxymethyl)piperidin-1-yl)-1-oxobutan-2-yl)carbamoyl)-6-(thiazole-5-carbonyl)-2,6-diazaspiro[3.4]octane-2-carboxylate C1(CCCCC1)CO[C@@H]([C@@H](C(=O)N1C[C@H](CCC1)COC)NC(=O)[C@@H]1CN(CC12CN(C2)C(=O)OC(C)(C)C)C(=O)C2=CN=CS2)C